C(C)N1CSC2=C1C=CC(=C2)S(=O)(=O)O 3-ethylbenzothiazolin-6-sulphonic acid